NC1=NC(=C2N=CN(C2=N1)[C@H]1C[C@H](C1)COP(=O)(OC1=CC=C(C=C1)Br)N[C@@H](C)C(=O)OC)N(C)C Methyl (((cis-3-(2-amino-6-(dimethylamino)-9H-purin-9-yl)cyclobutyl)methoxy)(4-bromophenoxy)phosphoryl)-L-alaninate